germanium-zinc oxide [O-2].[Zn+2].[Ge+2].[O-2]